4-(4-bromobenzyl)-7-(3-ethynylbenzyl)-1,2,6,7,8,9-hexahydroimidazo[1,2-a]pyrido[3,4-e]pyrimidin-5(4H)-one BrC1=CC=C(CN2C=3N(C4=C(C2=O)CN(CC4)CC4=CC(=CC=C4)C#C)CCN3)C=C1